C(CNC(CCCCCCCCCCCCCCCCC)=O)NC(CCCCCCCCCCCCCCCCC)=O N,N'-ethylenedi(stearamide)